ClC1=NC=C(C(=C1)C1=C(C=NC(=C1)C)C(=O)NC=1SC(=NN1)OCC12CCC(CC1)(CC2)O)OC 2'-chloro-N-(5-((4-hydroxybicyclo(2.2.2)octan-1-yl)methoxy)-1,3,4-thiadiazol-2-yl)-5'-methoxy-6-methyl-(4,4'-bipyridine)-3-carboxamide